N1C(=NC2=C1C=CC=C2)C2=CC(=NN2CC2=CC=C(C=C2)OC)NC(=O)C=2C=NC=CC2 N-[5-(1H-benzimidazol-2-yl)-1-[(4-methoxyphenyl)methyl]pyrazol-3-yl]pyridine-3-carboxamide